3,3,3-Trifluoroprop-1-en-2-yl 2,2-dimethyl-3-(3-(naphthalen-2-yl)-1H-indazol-1-yl)propanoate CC(C(=O)OC(=C)C(F)(F)F)(CN1N=C(C2=CC=CC=C12)C1=CC2=CC=CC=C2C=C1)C